N-cyclopropylsulfonyl-pyrrolidine-3-carboxamide C1(CC1)S(=O)(=O)NC(=O)C1CNCC1